4-bromo-8-chloroimidazo[1,2-a][1,6]naphthyridine-2-carbonitrile BrC=1C=2N(C3=CC(=NC=C3C1)Cl)C=C(N2)C#N